4-[3-(1,2,3,4-tetrahydro-1,5-naphthyridin-1-yl)-1H-pyrazolo[3,4-b]pyrazin-6-yl]-1',3'-dihydrospiro[cyclohexane-1,2'-inden]-3'-amine hydrochloride Cl.N1(CCCC2=NC=CC=C12)C1=NNC2=NC(=CN=C21)C2CCC1(CC3=CC=CC=C3C1N)CC2